C1(=CC=CC=C1)CC(=O)NC=1C=CC=C2C=CC=NC12 2-phenyl-N-(quinolin-8-yl)-acetamide